3-(4-((4-(4-((4-(4-chlorophenyl)-3,9-dimethyl-6H-thieno[3,2-f][1,2,4]triazolo[4,3-a][1,4]diazepin-2-yl)ethynyl)-1H-pyrazol-1-yl)butyl)amino)-1-oxoisoindolin-2-yl)piperidine-2,6-dione ClC1=CC=C(C=C1)C1=NCC=2N(C3=C1C(=C(S3)C#CC=3C=NN(C3)CCCCNC3=C1CN(C(C1=CC=C3)=O)C3C(NC(CC3)=O)=O)C)C(=NN2)C